FC(C(=O)O)(F)F.N[C@@H]1[C@@H](CCCC1)NC1=NC=2N(C=C1)N=CC2C(=O)NC=2C(=NN(C2)CC2CN(CCC2)C)C(N)=O 5-{[(1R,2S)-2-aminocyclohexyl]amino}-N-{3-carbamoyl-1-[(1-methylpiperidin-3-yl)methyl]-1H-pyrazol-4-yl}pyrazolo[1,5-a]pyrimidine-3-carboxamide trifluoroacetate